6,8-bis(2,3-dihydrobenzo[b][1,4]dioxin-6-yl)-2-morpholino-4H-chromen-4-one O1C2=C(OCC1)C=C(C=C2)C=2C=C1C(C=C(OC1=C(C2)C2=CC1=C(OCCO1)C=C2)N2CCOCC2)=O